P(O)(O)O.C1(CCCCCCCCCCC1)O.C1(CCCCCCCCCCC1)O.C1(CCCCCCCCCCC1)O tricyclododecanol phosphite